5-[4-amino-5-(trifluoromethyl)pyrrolo[2,1-f][1,2,4]triazin-7-yl]-N-[(3R,4S)-1-(2-chlorobenzoyl)-4-fluoropyrrolidin-3-yl]-4-fluoro-2-methylbenzamide NC1=NC=NN2C1=C(C=C2C=2C(=CC(=C(C(=O)N[C@@H]1CN(C[C@@H]1F)C(C1=C(C=CC=C1)Cl)=O)C2)C)F)C(F)(F)F